3-((6-chloro-5-methylpyridin-3-yl)ethynyl)-4-methyl-N-(4-((4-methylpiperazin-1-yl)methyl)-3-(trifluoromethyl)phenyl)benzamide ClC1=C(C=C(C=N1)C#CC=1C=C(C(=O)NC2=CC(=C(C=C2)CN2CCN(CC2)C)C(F)(F)F)C=CC1C)C